6-Phenyl-N-{3-[6-(trifluoromethyl)-1H-benzo[d]imidazol-2-yl]phenyl}pyridazin-3-amine C1(=CC=CC=C1)C1=CC=C(N=N1)NC1=CC(=CC=C1)C1=NC2=C(N1)C=C(C=C2)C(F)(F)F